COCN1N=C(C(=C1)NC=O)O[C@H]1[C@@H](OC1)C N-(1-(methoxymethyl)-3-(((2S,3R)-2-methyloxetan-3-yl)oxy)-1H-pyrazol-4-yl)carboxamide